ClC1=CC(=C(CNC(=O)C=2SC(=CC2)S(NC)(=O)=O)C=C1)C1CC1 N-(4-chloro-2-cyclopropylbenzyl)-5-(N-methylsulfamoyl)thiophene-2-carboxamide